N-(6-(5-chloro-6-fluoro-7-((tetrahydrofuran-3-yl)amino)-1H-indazol-4-yl)imidazo[1,2-a]pyrazin-2-yl)-2-fluorocyclopropane-1-carboxamide ClC=1C(=C2C=NNC2=C(C1F)NC1COCC1)C=1N=CC=2N(C1)C=C(N2)NC(=O)C2C(C2)F